ClC=1C(=NC=CC1B1OC(C(O1)(C)C)(C)C)N(C(OC(C)(C)C)=O)C tert-butyl (3-chloro-4-(4,4,5,5-tetramethyl-1,3,2-dioxaborolan-2-yl)pyridin-2-yl)(methyl)carbamate